F[C@@H]1CN(CC[C@H]1OS(=O)(=O)C)C(=O)OC(C)(C)C tert-Butyl trans-3-fluoro-4-((methylsulfonyl)oxy)piperidine-1-carboxylate